4-methyl-5-(1-cyclopentylpyrazol-4-yl)-1,3-thiazol CC=1N=CSC1C=1C=NN(C1)C1CCCC1